C(#N)[C@@]1([C@@H]([C@@H]([C@H](O1)COC(C)=O)O)O)C1=CC=C2C(=NC=NN21)NC(=O)OCCCCC ((2R,3S,4R,5R)-5-cyano-3,4-dihydroxy-5-(4-(((pentyloxy)carbonyl)amino)pyrrolo[2,1-f][1,2,4]triazin-7-yl)tetrahydrofuran-2-yl)methylacetate